N1=CC=NC=2C(C3=C(C(C12)=O)C=CS3)=O thieno[2,3-g]quinoxaline-5,9-dione